(5-(1-ethyl-1H-pyrazol-3-yl)-8-(methylamino)-2,7-naphthyridin-3-yl)cyclopropanecarboxamide C(C)N1N=C(C=C1)C1=C2C=C(N=CC2=C(N=C1)NC)C1(CC1)C(=O)N